3-(Benzyloxy)-5-bromo-4-oxo-1,4-dihydropyridine-2-carboxylic acid C(C1=CC=CC=C1)OC1=C(NC=C(C1=O)Br)C(=O)O